C(C=C)N1C=NC=C1 N-allylimidazole